2-[1-benzyloxy-1-(trifluoromethyl)pent-4-enyl]-5-[3-chloro-6-(1-methylbut-3-enoxy)-5-(trifluoromethyl)-2-pyridinyl]-1,3,4-oxadiazole C(C1=CC=CC=C1)OC(CCC=C)(C(F)(F)F)C=1OC(=NN1)C1=NC(=C(C=C1Cl)C(F)(F)F)OC(CC=C)C